CN(C1=CC=C(C(=O)NN)C=C1)C=1C=C2CN(C(C2=CC1)=O)C 4-[methyl(2-methyl-1-oxo-3H-isoindol-5-yl)amino]benzohydrazide